methyl (R)-azetidine-2-carboxylate hydrochloride salt Cl.N1[C@H](CC1)C(=O)OC